(R)-(6,7-dichloro-1-methyl-3,4-dihydropyrido[4,3-b]indolizin-2(1H)-yl)(5-methoxypyrimidin-2-yl)methanone ClC1=C(C=CN2C3=C(C=C12)CCN([C@@H]3C)C(=O)C3=NC=C(C=N3)OC)Cl